C(C)(C)(C)OC(=O)N1[C@@H](C[C@H](C1)N1CCC(CC1)(F)F)C(=O)OC (2S,4R)-4-(4,4-difluoropiperidin-1-yl)pyrrolidine-1,2-dicarboxylic acid 2-methyl 1-(tert-butyl) ester